N1C=CC2=NC=C(C=C21)C=2C=C(C=CC2)N(C2=NC=1N(C3=CC(=CC=C23)Cl)C=NN1)C N-(3-(1H-pyrrolo[3,2-b]pyridin-6-yl)phenyl)-8-chloro-N-methyl-[1,2,4]triazolo[4,3-a]quinazolin-5-amine